[Ca+].C(C=1C(C(=O)[O-])=CC=CC1)(=O)OCC1=CC=CC=C1 monobenzyl phthalate monocalcium salt